O1C(C1)COC=1C=C2CCC=NC2=CC1 6-(oxiran-2-ylmethoxy)-3,4-dihydroquinolin